1-(5-Amino-3-trifluoromethylpyridin-2-yl)-5-cyano-1H-pyrazole NC=1C=C(C(=NC1)N1N=CC=C1C#N)C(F)(F)F